2-(3,4-Difluorophenylamino)acetohydrazide FC=1C=C(C=CC1F)NCC(=O)NN